ethyl (3-(3-fluoro-4-((2-methyl-1H-imidazol-1-yl)methyl)phenyl)-5-isobutylthiophen-2-yl)sulfonylcarbamate FC=1C=C(C=CC1CN1C(=NC=C1)C)C1=C(SC(=C1)CC(C)C)S(=O)(=O)NC(OCC)=O